C(C)(C)C=1C(=NNC1C=1C=C(C=2N(C1)N=CN2)C)C(=O)NC2CCN(CC2)C(C)C(C)C 4-isopropyl-5-(8-methyl-[1,2,4]triazolo[1,5-a]pyridin-6-yl)-N-(1-(3-methylbut-2-yl)piperidin-4-yl)-1H-pyrazole-3-carboxamide